(S)-2-((((9H-fluoren-9-yl)methoxy)carbonyl)amino)-3-(5-chloro-2-(cyclopentylmethoxy)phenyl)propanoic acid C1=CC=CC=2C3=CC=CC=C3C(C12)COC(=O)N[C@H](C(=O)O)CC1=C(C=CC(=C1)Cl)OCC1CCCC1